[O-]S(=O)(=O)C(F)(F)F.C(CCCCCCC)[NH+]1C=C(C=C1)CC Octyl-3-ethylpyrrolium triflate